C(C#C)O[C@@H]1CN2C(OC1)=C(C=N2)S(=O)(=O)N |r| rac-6-(prop-2-yn-1-yloxy)-6,7-dihydro-5H-pyrazolo[5,1-b][1,3]oxazine-3-sulfonamide